2-heptylthio-N-heptyl-4-methylthiazolium C(CCCCCC)SC=1SC=C([N+]1CCCCCCC)C